C(C1=C[N+](=CC=C1)[O-])(=O)O nicotinic acid-N-oxide